COC1=C(C=C2C=CC(=NC2=C1)C)C1=NN=C(O1)[C@H](CCCCCC(CC)=O)NC(=O)[C@H]1CC12CCN(CC2)C (S)-N-((S)-1-(5-(7-methoxy-2-methylquinolin-6-yl)-1,3,4-oxadiazol-2-yl)-7-oxononyl)-6-methyl-6-azaspiro[2.5]octane-1-carboxamide